C[SiH2]O[SiH](C(CCCOCC1CO1)(CCCOCC1CO1)CCCOCC1CO1)C methyl-[tris(3-glycidoxypropyl)dimethylsiloxy]silane